ClC=1C=C(C=CC1C#N)C1N(CCCC1)C(=O)OC(C)(C)C tert-butyl 2-(3-chloro-4-cyano-phenyl)piperidine-1-carboxylate